2-(5-hydroxy-1-(methyl-d3)-1H-pyrazol-4-yl)-6-methylisonicotinic acid methyl ester COC(C1=CC(=NC(=C1)C)C=1C=NN(C1O)C([2H])([2H])[2H])=O